C(#N)CCC1CCC(CC1)NC(OC(C)(C)C)=O tert-butyl ((1r,4r)-4-(2-cyanoethyl)cyclohexyl)carbamate